C(#N)C1=CC(=NC(=N1)N1CCNCC1)C=1C=NC2=CC=CC=C2C1 3-(6-cyano-2-(piperazin-1-yl)pyrimidin-4-yl)quinoline